4-((3-(2,3-difluoro-4-methoxyphenyl)imidazo[1,2-a]pyrazin-8-yl)amino)-2-methyl-N-(3-(piperazin-1-ylsulfonyl)propyl)benzamide FC1=C(C=CC(=C1F)OC)C1=CN=C2N1C=CN=C2NC2=CC(=C(C(=O)NCCCS(=O)(=O)N1CCNCC1)C=C2)C